methyl 2-(2-oxooxazolidin-3-yl)benzoate O=C1OCCN1C1=C(C(=O)OC)C=CC=C1